4-((7-methoxy-1,5-naphthyridin-4-yl)oxy)aniline COC1=CN=C2C(=CC=NC2=C1)OC1=CC=C(N)C=C1